[Pt+2].N1=C(C=CC=C1)C1=NC=CC=C1C1=NC=CC=C1 terpyridine platinum (ii)